3,5-dichloro-2-vinylbenzene ClC=1C(=CC=C(C1)Cl)C=C